CN1N=CC2=C1N=C(N(C2=O)C2=CC=CC=C2)CP(OCC)(OCC)=O diethyl ((1-methyl-4-oxo-5-phenyl-4,5-dihydro-1H-pyrazolo[3,4-d]pyrimidin-6-yl)methyl)phosphonate